4-(4-aminobenzyl)-N-(1-phenylethyl)anilinesuccinic acid NC1=CC=C(CC2=CC=C(N(C(CC(=O)O)C(=O)O)C(C)C3=CC=CC=C3)C=C2)C=C1